1,1-bis(methoxymethyl)-7-trifluoromethylindene COCC1(C=CC2=CC=CC(=C12)C(F)(F)F)COC